ClC=1C(=C(C=CC1)S)F 3-Chloro-2-fluorothiophenol